tert-butyl 2-((4-chloro-2-fluorobenzyl) oxy)-3-cyano-5,8-dihydro-1,7-naphthyridine-7(6H)-carboxylate ClC1=CC(=C(COC2=NC=3CN(CCC3C=C2C#N)C(=O)OC(C)(C)C)C=C1)F